4-ethoxy-N-(3-fluoro-4-(4-hydroxy-3-(pyrimidin-4-yl)phenoxy)phenyl)-1-(4-fluorophenyl)-2-oxo-1,2-dihydropyridine-3-carboxamide C(C)OC1=C(C(N(C=C1)C1=CC=C(C=C1)F)=O)C(=O)NC1=CC(=C(C=C1)OC1=CC(=C(C=C1)O)C1=NC=NC=C1)F